OCC1=C(N=NN1C)C1=CC=C(C(=N1)C)O[C@@H]1C[C@H](CCC1)C(=O)OC(C)(C)C Tert-butyl (1S,3S)-3-((6-(5-(hydroxymethyl)-1-methyl-1H-1,2,3-triazol-4-yl)-2-methyl-pyridin-3-yl)oxy)cyclohexane-1-carboxylate